ClC=1C=CC(=C(C1)[C@H](CCN(C(C(=O)[O-])C1=C(C(=CC=C1)C)C1CCC(CC1)OC(F)(F)F)C)N1CCN(CC1)C)C 2-(((S)-3-(5-chloro-2-methylphenyl)-3-(4-methylpiperazin-1-yl)propyl)(methyl)amino)-2-(3-methyl-2-((1r,4R)-4-(trifluoromethoxy)-cyclohexyl)phenyl)acetate